NC1=CC(=C2C(=N1)C=C(S2)C2=CC=NN2)NCCCO 3-((5-amino-2-(1H-pyrazol-5-yl)thieno[3,2-b]pyridin-7-yl)amino)-1-propanol